NC=1C=2N(C=CN1)C(=NC2C2=CC=C(C(=O)NC1=NC=CC=C1)C=C2)[C@H]2NCCC2 4-{8-Amino-3-[(2S)-2-pyrrolidinyl]-imidazo[1,5-a]-pyrazin-1-yl}-N-(2-pyridinyl)benzamide